4-fluoro-2-(4-methylpiperazin-1-yl)aniline FC1=CC(=C(N)C=C1)N1CCN(CC1)C